N1=CC(=CC=C1)CN1[C@@H](CCC1)C(=O)N[C@H](C(=O)OCC)CCCCCCCC1=NC=2NCCCC2C=C1 ethyl (S)-2-((S)-1-(pyridin-3-ylmethyl)pyrrolidine-2-carboxamido)-9-(5,6,7,8-tetrahydro-1,8-naphthyridin-2-yl)nonanoate